({[(2-methoxyethoxy)carbonyl]-oxy}methoxy)phosphonic acid COCCOC(=O)OCOP(O)(O)=O